4-((1R,5S)-3,8-diazabicyclo[3.2.1]octan-3-yl)-7-(3,5-dimethyl-1H-indazol-4-yl)-6,8-difluoro-2-(((2R,7aS)-2-fluorotetrahydro-1H-pyrrolizin-7a(5H)-yl)methoxy)quinazoline [C@H]12CN(C[C@H](CC1)N2)C2=NC(=NC1=C(C(=C(C=C21)F)C2=C1C(=NNC1=CC=C2C)C)F)OC[C@]21CCCN1C[C@@H](C2)F